C1(=C(C=CC=C1)C1=CC2CCC(C1)N2C(=O)OC(C)(C)C)C tert-Butyl 3-(o-tolyl)-8-azabicyclo[3.2.1]oct-2-ene-8-carboxylate